C(C)(=O)N1C=C(C2=CC=CC=C12)CC(=O)O 1-acetylindol-3-ylacetic acid